CN1N=CC(=C1)S(=O)(=O)N1CCCCC1 1-((1-methyl-1H-pyrazol-4-yl)sulfonyl)piperidine